ClC=1C=NC=C(C1[C@@H](C)OC=1C=C2C(=NN(C2=CC1OC)C1OCCCC1)C1=C(C(=NC=C1)N1CC(C1)(C)CP(=O)(C)C)C#N)Cl [5-[(1R)-1-(3,5-dichloro-4-pyridinyl)ethoxy]-6-methoxy-1-tetrahydropyran-2-yl-indazol-3-yl]-2-[3-(dimethylphosphorylmethyl)-3-methyl-azetidin-1-yl]pyridine-3-carbonitrile